3-cyanopyridine-4-carboxylic acid C(#N)C=1C=NC=CC1C(=O)O